tert-butyl (R)-((3-(4-(4,4-difluoroazepan-1-yl)-6-methyl-2-morpholinopyrimidine-5-carboxamido)phenyl)(methyl)(oxo)-λ6-sulfaneylidene)carbamate FC1(CCN(CCC1)C1=NC(=NC(=C1C(=O)NC=1C=C(C=CC1)[S@](=O)(C)=NC(OC(C)(C)C)=O)C)N1CCOCC1)F